methyl 2'-chloro-5'-methoxy-6-methyl-[3,4'-bipyridine]-3-carboxylate ClC1=NC=C(C(=C1)C1(CN=C(C=C1)C)C(=O)OC)OC